(R)-tertbutyl (2-(2-bromo-6-chloropyridin-4-yl)-2-oxoethyl)(2-((tert-butoxycarbonyl)amino) propyl)carbamate BrC1=NC(=CC(=C1)C(CN(C(OC(C)(C)C)=O)C[C@@H](C)NC(=O)OC(C)(C)C)=O)Cl